FC1=CC=C(C=C1)C(CC1=CNC2=CC=CC=C12)(O)C1=CC=C(C=C1)F 1,1-Bis(4-fluorophenyl)-2-(1H-indol-3-yl)ethane-1-ol